(2-(2,6-dioxopiperidin-3-yl)-3-oxoisoindolin-5-yl)methyl (3-ethylphenyl)carbamate C(C)C=1C=C(C=CC1)NC(OCC=1C=C2C(N(CC2=CC1)C1C(NC(CC1)=O)=O)=O)=O